ClC=1C(=CC(=C(C1)C=1NC=2C=CN=C(C2C(C1)=O)C(=O)N)C)[C@]1(CC(CC1)(F)F)C |r| rac-2-(5-chloro-4-(3,3-difluoro-1-methylcyclopentyl)-2-methylphenyl)-4-oxo-1,4-dihydro-1,6-naphthyridine-5-carboxamide